FC=1C(=NC=CC1)C1(CC(C1)=C)C#N 1-(3-fluoropyridin-2-yl)-3-methylenecyclobutane-1-carbonitrile